1-(5-Bromopyrazin-2-yl)ethan-1-one BrC=1N=CC(=NC1)C(C)=O